N-[4-[[3-[2-[(3-Methyl-2-nitro-imidazol-4-yl)methyl]tetrazol-5-yl]-7-morpholino-1,6-naphthyridin-5-yl]oxy]cyclohexyl]pyrimidin-2-amine CN1C(=NC=C1CN1N=C(N=N1)C=1C=NC2=CC(=NC(=C2C1)OC1CCC(CC1)NC1=NC=CC=N1)N1CCOCC1)[N+](=O)[O-]